N-(2-(1-(2,2-dimethoxyethyl)piperidin-4-yl)-6-methoxy-2H-indazol-5-yl)-6-(trifluoromethyl)pyridinecarboxamide sodium [Na].COC(CN1CCC(CC1)N1N=C2C=C(C(=CC2=C1)NC(=O)C1=NC(=CC=C1)C(F)(F)F)OC)OC